Methyl 2-(4-((2-((4-chloro-2-fluorophenoxy)methyl)pyridin-4-yl)oxy)-2-fluorophenyl)acetate ClC1=CC(=C(OCC2=NC=CC(=C2)OC2=CC(=C(C=C2)CC(=O)OC)F)C=C1)F